N-(4-(4-amino-7-cyano-3-(2,5-difluoro-4-((4-methylpyrimidin-2-yl)oxy)phenyl)-1-methyl-1H-pyrrolo[3,2-c]pyridin-2-yl)-3-fluorophenyl)methacrylamide NC1=NC=C(C2=C1C(=C(N2C)C2=C(C=C(C=C2)NC(C(=C)C)=O)F)C2=C(C=C(C(=C2)F)OC2=NC=CC(=N2)C)F)C#N